(S)-N-(2-hydroxy-2-methyl-propyl)-4-((4-(3-((2-(1-hydroxyethyl)-1H-imidazol-1-yl)methyl)isoxazol-5-yl)phenyl)ethynyl)benzamide OC(CNC(C1=CC=C(C=C1)C#CC1=CC=C(C=C1)C1=CC(=NO1)CN1C(=NC=C1)[C@H](C)O)=O)(C)C